BrC=1C=C(/C(=N/O)/Cl)C=CC1F (Z)-3-bromo-4-fluoro-N-hydroxyiminobenzyl chloride